4-(2-(6-(3,4-dichlorophenyl)-1,1-dioxido-1,2,6-thiadiazinan-2-yl)propaneamido)adamantan-1-carboxamide ClC=1C=C(C=CC1Cl)N1CCCN(S1(=O)=O)C(C(=O)NC1C2CC3(CC(CC1C3)C2)C(=O)N)C